3-(2-chloropyridin-4-yl)-1-isopropyl-1H-pyrazolo[3,4-d]pyrimidin-4-amine ClC1=NC=CC(=C1)C1=NN(C2=NC=NC(=C21)N)C(C)C